BrC1=NN(C(=C1)C(=O)Cl)C1=NC=CC=C1Cl 3-bromo-1-(3-chloro-2-pyridyl)-pyrazole-5-carbonyl chloride